Dec-7-en-8-ylboronic acid CCCCCCC=C(CC)B(O)O